N-(4-{4-[(3-methoxyphenyl)carbonyl]piperazin-1-yl}butyl)-1H-pyrrolo[3,2-c]pyridine-2-carboxamide COC=1C=C(C=CC1)C(=O)N1CCN(CC1)CCCCNC(=O)C1=CC=2C=NC=CC2N1